tert-butyl 4-[(3'-{[(4,6-dimethyl-2-oxo-1H-pyridin-3-yl)methyl]carbamoyl}-5'-[ethyl(oxan-4-yl)amino]-4'-methyl-[1,1-biphenyl]-4-yl)methyl]piperazine-1-carboxylate CC1=C(C(NC(=C1)C)=O)CNC(=O)C=1C=C(C=C(C1C)N(C1CCOCC1)CC)C1=CC=C(C=C1)CN1CCN(CC1)C(=O)OC(C)(C)C